BrC1=CC=CC=2C(=NOC21)N2CCC1([C@@H]([C@@H](OC1)C)N)CC2 (3s,4s)-8-(7-bromobenzo[d]isoxazol-3-yl)-3-methyl-2-oxa-8-azaspiro[4.5]decan-4-amine